2,3-dibromo-4,6-dimethyl-pyrazolo[1,5-a]pyrazine BrC1=NN2C(C(=NC(=C2)C)C)=C1Br